CCN1C=C(C(=O)C=2C1=CC1=C(C2)OCO1)C(=O)O oxolinic acid